4-[7-[4-cyano-3-(trifluoromethyl)phenyl]-8-oxo-6-thioxo-5,7-diazaspiro[3.4]oct-5-yl]-2-fluoro-N-methylbenzamide C(#N)C1=C(C=C(C=C1)N1C(N(C2(CCC2)C1=O)C1=CC(=C(C(=O)NC)C=C1)F)=S)C(F)(F)F